ClC1=NC=C(C(=C1)N[C@@H](C#N)C)[N+](=O)[O-] (R)-2-((2-chloro-5-nitropyridin-4-yl)amino)propanenitrile